octadecyl 3,5-dihydroxyphenylacetate OC=1C=C(C=C(C1)O)CC(=O)OCCCCCCCCCCCCCCCCCC